tetraisopropoxyzirconium (IV) C(C)(C)O[Zr](OC(C)C)(OC(C)C)OC(C)C